C(C)(C)(C)SNC1=C(C=CC=C1)Cl (tert-butylmercapto)-2-chloroaniline